C1(=C(C=CC=C1)C=1NC2=C(N1)C=CC=C2)C=2NC1=C(N2)C=CC=C1 phenylene-bisbenzimidazole